tert-butyl (3S)-3-[4-[3-chloro-2-fluoro-4-[[(2R)-tetrahydropyran-2-yl]methoxy]anilino]pyrido[3,2-d]pyrimidin-6-yl]oxypyrrolidine-1-carboxylate ClC=1C(=C(NC=2C3=C(N=CN2)C=CC(=N3)O[C@@H]3CN(CC3)C(=O)OC(C)(C)C)C=CC1OC[C@@H]1OCCCC1)F